1-(bromodifluoromethyl)-3-(2-methyl-5-nitrophenyl)-1H-1,2,4-triazole BrC(N1N=C(N=C1)C1=C(C=CC(=C1)[N+](=O)[O-])C)(F)F